2-fluoro-N-methoxy-N-methyl-3-(trifluoromethyl)benzamide FC1=C(C(=O)N(C)OC)C=CC=C1C(F)(F)F